CSC(C(=O)N1C(CCCC1)C=1NC=C(N1)C=1C=C(C#N)C=CC1)C 3-(2-(1-(2-(methylthio)propionyl)piperidin-2-yl)-1H-imidazol-4-yl)benzonitrile